FC1=C(OC2=CC=C(C=C2)NC(OCC=2C(=C3C(N(CC3=CC2)C2C(NC(CC2)=O)=O)=O)O[C@H]2COCC2)=O)C=CC(=C1)F [2-(2,6-dioxopiperidin-3-yl)-3-oxo-4-[(3R)-oxolan-3-yloxy]-2,3-dihydro-1H-isoindol-5-yl]methyl N-[4-(2,4-difluorophenoxy)phenyl]carbamate